C(C)(=O)O[C@@H]1CC2=CC[C@H]3[C@@H]4CC(C[C@@]4(CCNC(C4=CC=CC=C4)=O)CC[C@@H]3[C@]2(CC1)C)=O benzamidomethyl-16-oxo-androsta-5-en-3β-ol acetate